C(C=C)(=O)OC(C[Si](OC)(OC)OC)C beta-acryloxypropyl-trimethoxysilane